(1-(cyclopropylmethyl)piperidin-3-yl)(1-phenyl-1H-pyrazol-4-yl)methanone glyceryl-diphosphite C(C(O)CO)OP(O)OP(O)O.C1(CC1)CN1CC(CCC1)C(=O)C=1C=NN(C1)C1=CC=CC=C1